(2S,4R)-4-hydroxy-1-[(2S)-2-[4-[[2-methoxyethyl(methyl)amino]methyl]triazol-1-yl]-3,3-dimethyl-butanoyl]-N-methyl-pyrrolidine-2-carboxamide O[C@@H]1C[C@H](N(C1)C([C@H](C(C)(C)C)N1N=NC(=C1)CN(C)CCOC)=O)C(=O)NC